COC=1C=C(C=CC1)C1=CC(=NC=N1)C1=CC=CC=2C3=CC=CC=C3NC12 (6-(3-methoxyphenyl)pyrimidin-4-yl)-9H-carbazole